S-(2-butylbenzo[d]oxazol-6-yl) ethanethioate C(C)(SC1=CC2=C(N=C(O2)CCCC)C=C1)=O